N(=[N+]=[N-])NCCCCCNC(C=C)=O N-(5-azidoaminopentyl)acrylamide